tert-butyl (R)-4-(4-(4-(1-(5-fluoropyridin-2-yl)ethoxy)-3-formylpyrazolo[1,5-a]pyridin-6-yl)-5-methyl-1H-1,2,3-triazol-1-yl)piperidine-1-carboxylate FC=1C=CC(=NC1)[C@@H](C)OC=1C=2N(C=C(C1)C=1N=NN(C1C)C1CCN(CC1)C(=O)OC(C)(C)C)N=CC2C=O